(6-(4-((4-(1H-pyrazol-4-yl)phenyl)amino)pyrimidin-2-yl)-1H-indol-2-yl)(3-methoxy-azetidin-1-yl)methanone N1N=CC(=C1)C1=CC=C(C=C1)NC1=NC(=NC=C1)C1=CC=C2C=C(NC2=C1)C(=O)N1CC(C1)OC